CO[Si](CCCCCCC=C(C(=O)O)C)(OC)OC.C(C(=C)C)(=O)CO[Si](OC)(OC)CCCCCC methacryloyl-hexyl-trimethoxysilane (6-Trimethoxysilylhexyl 2-methylprop-2-enoate)